methyl 4-oxo-4,5-dihydropyrrolo[1,2-a]quinoxaline-8-carboxylate O=C1C=2N(C3=CC(=CC=C3N1)C(=O)OC)C=CC2